4-(4-((1R,5S)-3,8-diazabicyclo[3.2.1]octan-3-yl)-2-((hexahydro-1H-pyrrolizin-7a-yl)methoxy)-5,6-dihydropyrido[3,4-d]pyrimidin-7(8H)-yl)-5-chloronaphthalen-2-ol [C@H]12CN(C[C@H](CC1)N2)C=2C1=C(N=C(N2)OCC23CCCN3CCC2)CN(CC1)C1=CC(=CC2=CC=CC(=C12)Cl)O